3,5-dichloro-4-hydroxy-N-(8-methyl-2-(methyl-d3)-4-oxo-3-(2-(trifluoromethoxy)benzyl)-3,4-dihydroquinazolin-5-yl)benzamide ClC=1C=C(C(=O)NC2=C3C(N(C(=NC3=C(C=C2)C)C([2H])([2H])[2H])CC2=C(C=CC=C2)OC(F)(F)F)=O)C=C(C1O)Cl